N-(3,5-dichloropyridin-4-yl)-4-(difluoromethoxy)-3-(2-(2-(2-(3-((2-(2,6-dioxopiperidin-3-yl)-1-oxoisoindolin-4-yl)amino)propoxy)ethoxy)ethoxy)ethoxy)benzamide ClC=1C=NC=C(C1NC(C1=CC(=C(C=C1)OC(F)F)OCCOCCOCCOCCCNC1=C2CN(C(C2=CC=C1)=O)C1C(NC(CC1)=O)=O)=O)Cl